(±)-(1R*,2R*)-2-(benzylamino)-1-methylcyclopentanol C(C1=CC=CC=C1)N[C@H]1[C@@](CCC1)(O)C |r|